ethyl-1,3-thiazole-4-carboxylate C(C)OC(=O)C=1N=CSC1